C1(CC1)C1=NNC(=C1)NC1=CC2=C(C(=NO2)N(S(=O)(=O)C2=C(C=C(C=C2OC)C2CCNCC2)OC)CC2=CC=C(C=C2)OC)C=C1OC N-{6-[(3-cyclopropyl-1H-pyrazol-5-yl)amino]-5-methoxy-1,2-benzoxazol-3-yl}-2,6-dimethoxy-N-[(4-methoxyphenyl)methyl]-4-(piperidin-4-yl)benzene-1-sulfonamide